(trans)-N-(8-chloro-6-(5-methyl-2-oxoimidazolidin-1-yl)isoquinolin-3-yl)-2-cyanocyclopropanecarboxamide ClC=1C=C(C=C2C=C(N=CC12)NC(=O)[C@H]1[C@@H](C1)C#N)N1C(NCC1C)=O